(R)-6-((2,4-dimethoxybenzyl)amino)-2-propyl-2,3-dihydro-[1,4]oxazepino[6,5-c][1,5]naphthyridin-5(1H)-one COC1=C(CNC2=NC=3C=CC=NC3C3=C2C(OC[C@H](N3)CCC)=O)C=CC(=C1)OC